[Pd](Cl)Cl.C(C)(C)(C)P([C-]1C=CC=C1)C(C)(C)C.[C-]1(C=CC=C1)P(C(C)(C)C)C(C)(C)C.[Fe+2] 1,1'-Bis-(di-tert-butylphosphino)ferrocen palladium dichloride